FC([C@]1(N(CCNC1)C1=NN(C(=C1)C)C1CC2(CN(C2)C(=O)OC(C)(C)C)C1)C)F tert-butyl (S)-6-(3-(2-(difluoromethyl)-2-methylpiperazin-1-yl)-5-methyl-1H-pyrazol-1-yl)-2-azaspiro[3.3]heptane-2-carboxylate